2,3-dimethyl-1,4-bis(2-hydroxyethoxy)naphthalene CC1=C(C2=CC=CC=C2C(=C1C)OCCO)OCCO